(2S)-2-[(3R)-1-tert-butoxycarbonylpyrrolidin-3-yl]-3-[3-(1,1-dioxo-1,2-thiazolidin-2-yl)phenyl]propanoic acid C(C)(C)(C)OC(=O)N1C[C@H](CC1)[C@@H](C(=O)O)CC1=CC(=CC=C1)N1S(CCC1)(=O)=O